FC1=C2C3(CN(C2=CC=C1)C(=O)C=1C=C(C=CC1)NC(=O)N)CCCC3 1-(3-(4'-fluorospiro[cyclopentane-1,3'-indolin]-1'-carbonyl)phenyl)urea